CCCC=CC methylpent-3-en